CC1=C(SC=C1)C(=O)NC(C)(C)C(=O)C2=C(C=C(C=C2)OC(C)C)C The molecule is an aromatic amide obtained by formal condensation of the carboxy group of 3-methylthiophene-2-carboxylic acid with the amino group of 2-amino-1-(4-isopropoxy-2-methylphenyl)-2-methylpropan-1-one. It has a role as an EC 1.3.5.1 [succinate dehydrogenase (quinone)] inhibitor and an antifungal agrochemical. It is an aromatic ether, an aromatic amide, a member of thiophenes, an aromatic ketone and an amide fungicide.